C1=CC=CC=2C3=CC=CC=C3C(C12)COC(=O)N[C@H](C(=O)O)CCCCCOC(C)(C)C (S)-2-((((9H-fluoren-9-yl)methoxy)carbonyl)amino)-7-(tert-butoxy)heptanoic acid